C(C)(C)(C)OC(=O)N1C(CCC1)NC1=NC(=C(C=C1)C1=NC=CC=N1)C ((6-methyl-5-(pyrimidin-2-yl)pyridin-2-yl)amino)pyrrolidine-1-carboxylic acid tert-butyl ester